CCCCC/C=C\\C/C=C\\C/C=C\\C/C=C\\CCCCCCCC(=O)CC(=O)SCCNC(=O)CCNC(=O)[C@@H](C(C)(C)COP(=O)(O)OP(=O)(O)OC[C@@H]1[C@H]([C@H]([C@@H](O1)N2C=NC3=C(N=CN=C32)N)O)OP(=O)(O)O)O The molecule is an unsaturated fatty acyl-CoA that results from the formal condensation of the thiol group of coenzyme A with the carboxy group of (11Z,14Z,17Z,20Z)-3-oxohexacosatetraenoic acid. It is a 3-oxo-fatty acyl-CoA, an unsaturated fatty acyl-CoA and a very long-chain fatty acyl-CoA. It is a conjugate acid of an (11Z,14Z,17Z,20Z)-3-oxohexacosatetraenoyl-CoA(4-).